COC=1C=C2C=3C=CC=CC3C(C2=CC1)(C)C 6-methoxy-9,9-dimethyl-9H-fluorene